N-[rac-(1S,2S)-2-(2,4-dichlorophenyl)cyclobutyl]-2-(trifluoro-methyl)nicotinamide ClC1=C(C=CC(=C1)Cl)[C@H]1[C@H](CC1)NC(C1=C(N=CC=C1)C(F)(F)F)=O |r|